methyl (Z)-1-(4-amino-2-fluorobut-2-en-1-yl)-4-(3-(N-(tert-butyl)sulfamoyl)phenyl)-1H-benzo[d][1,2,3]triazol-6-carboxylate hydrochloride Cl.NC\C=C(\CN1N=NC2=C1C=C(C=C2C2=CC(=CC=C2)S(NC(C)(C)C)(=O)=O)C(=O)OC)/F